[Cl-].[Tb+3].O1N=C(C=C1)CO.[Cl-].[Cl-] (1,2-oxazol-3-yl)methanol terbium(III) chloride